oxathianyl-(oxathiane) O1SC(CCC1)C1SOCCC1